C(C)(C)C1=CC(=CC(=N1)N1N=CC=2C(=NC(=CC21)N2N=CC=1C(=NC(=CC12)C=1C=NN(C1)C)C)C)N1[C@@H]([C@H](C1)CS(=O)(=O)C)C 1'-(6-Isopropyl-4-((2R,3S)-2-methyl-3-((methylsulfonyl)methyl)azetidin-1-yl)pyridin-2-yl)-4,4'-dimethyl-6-(1-methyl-1H-pyrazol-4-yl)-1'H-1,6'-bipyrazolo[4,3-c]pyridine